CC1=CC(=NC=C1)NC=1SC=C(N1)C1=C(C=C(C(=C1)C)C)C N-(4-methyl-2-pyridyl)-4-(2,4,5-trimethylphenyl)thiazol-2-amine